CC1=CC(=NN1C1=CC=C(C=C1)OC(F)(F)F)N1CC2CCC(C1)N2CCN2CCOCC2 4-[2-[3-[5-methyl-1-[4-(trifluoromethoxy)phenyl]pyrazol-3-yl]-3,8-diazabicyclo[3.2.1]octan-8-yl]ethyl]morpholine